2-(2-methoxyethoxy)ethanol tert-butyl-(R)-pyrrolidine-3-carboxylate C(C)(C)(C)N1C[C@@H](CC1)C(=O)OCCOCCOC